Cl.CC1=C(C(=CC(=C1)C)CC1=NC=CC=C1)O 2,4-dimethyl-6-(pyridin-2-ylmethyl)phenol hydrochloride